2,4-dihydroxy-N-(indolin-5-yl)-5-isopropyl-N-propylbenzamide OC1=C(C(=O)N(CCC)C=2C=C3CCNC3=CC2)C=C(C(=C1)O)C(C)C